BrC1=CC=C(C=C1)NC(=O)C=1C(=C2C=CC(OC2=CC1CCCCC)(CCC=C(C)C)C)O N-(4-Bromophenyl)-5-hydroxy-2-methyl-2-(4-methylpent-3-en-1-yl)-7-pentyl-2H-chromen-6-carboxamide